DIHYDROXYMETHYLCHROMONE nickel-cobalt-manganese sulfate salt S(=O)(=O)([O-])[O-].[Mn+2].[Co+2].[Ni+2].OC(O)C=1OC2=CC=CC=C2C(C1)=O.S(=O)(=O)([O-])[O-].S(=O)(=O)([O-])[O-]